OCN(CO)C(C)(C)C N,N-bis-hydroxymethyl-tert-butylamine